[N-](S(=O)(=O)C(F)(F)F)S(=O)(=O)C(F)(F)F.C(CCC)N1CC(=CC=C1)C 1-butyl-3-methylpyridine bis(trifluoromethanesulfonyl)imide salt